Cl.NC/C(/COC=1C=C2CCN(C(C2=CC1)=O)CC(=O)NC1CC1)=C\F [6-[(E)-2-(aminomethyl)-3-fluoro-allyloxy]-1-oxo-3,4-dihydroisoquinolin-2-yl]-N-cyclopropyl-acetamide hydrochloride